NC1=NC(=NC=C1)N1C[C@@H]([C@H](CC1)OC)O (3s,4s)-1-(4-aminopyrimidin-2-yl)-4-methoxypiperidin-3-ol